4-(6-(5-amino-3-methoxypyridin-2-yl)-4-((4-methoxybenzyl)amino)-7-methyl-5H-pyrrolo[3,2-d]pyrimidin-5-yl)-2-fluorophenol NC=1C=C(C(=NC1)C1=C(C=2N=CN=C(C2N1C1=CC(=C(C=C1)O)F)NCC1=CC=C(C=C1)OC)C)OC